C(C)(C)(C)C1=CC=C(C(=O)C2=CC=C(C=C2)SC2=CC=C(C=C2)[SH+]C2=CC=C(C=C2)C)C=C1 4-[4-(4-tert-butylbenzoyl)phenylthio]phenyl-p-tolylsulfonium